C1(=CC=CC=C1)C=1C(=C2C(=CC1)N=C1C=CC3=C4C=CC=CC4=NC3=C12)C1=NN=NC(=C1C1=CC=CC=C1)C1=CC=CC=C1 Phenyl(diphenyltriazinyl)indoloCarbazole